C1(=CC=CC=C1)[C@H]1NCCC2=CC(=CC=C12)C(=O)OC methyl (1R)-1-phenyl-1,2,3,4-tetrahydroisoquinoline-6-carboxylate